NC=1OC(=CN1)C1=CC=C(C=C1)C1=CC(=NC=N1)NCCN1C(=CC2=C(C=C(C=C12)F)C)C {6-[4-(2-Amino-oxazol-5-yl)-phenyl]-pyrimidin-4-yl}-[2-(6-fluoro-2,4-dimethyl-indol-1-yl)-ethyl]-amine